2,4-Bis{4-[(4-dimethylaminobutyl)aminomethyl]phenyl}-6-phenyl-thieno[3,2-d]pyrimidine oxalate C(C(=O)O)(=O)O.CN(CCCCNCC1=CC=C(C=C1)C=1N=C(C2=C(N1)C=C(S2)C2=CC=CC=C2)C2=CC=C(C=C2)CNCCCCN(C)C)C